FC=1OC2=C(C1)C=CC=C2C(C)C=2N=CNC2 4-[1-(2-fluoro-1-benzofuran-7-yl)ethyl]-1H-imidazole